C1(CCC1)CNCC=1C=CC=2N(C1)C=C(N2)CN2N=NC(=C2)C2=C1C=NNC1=CC(=C2)NC 4-(1-((6-(((cyclobutylmethyl)amino)methyl)imidazo[1,2-a]pyridin-2-yl)methyl)-1H-1,2,3-triazol-4-yl)-N-methyl-1H-indazole-6-amine